tert-Butyl (3-cyano-7-fluoro-4-(5-fluoro-3-((2S,3R)-2-methyl-3-(4-methylpiperazin-1-yl)pyrrolidin-1-yl)-7,9-dihydrofuro[3,4-f]quinazolin-6-yl)thieno[3,2-c]pyridin-2-yl)carbamate C(#N)C1=C(SC2=C1C(=NC=C2F)C=2C1=C(C=3C=NC(=NC3C2F)N2[C@H]([C@@H](CC2)N2CCN(CC2)C)C)COC1)NC(OC(C)(C)C)=O